2-fluoro-4-methyl-5-[5-(morpholin-4-yl)-6-[2-(oxan-2-yloxy)ethoxy]pyridin-3-yl]aniline FC1=C(N)C=C(C(=C1)C)C=1C=NC(=C(C1)N1CCOCC1)OCCOC1OCCCC1